Diketomorpholine C1COC(=O)C(=O)N1